C1(CC1)C=1C=NN(C1CO[C@H]1[C@@H]2CN([C@H](C1)C2)C2=CC(=C(C=C2)CCC(=O)O)F)C2=C(C=CC=C2Cl)Cl 3-[4-[(1S,4S,5R)-5-[[4-cyclopropyl-1-(2,6-dichlorophenyl)-1H-pyrazol-5-yl]methoxy]-2-azabicyclo[2.2.1]heptan-2-yl]-2-fluorophenyl]propanoic acid